FC=1C(=C(C=CC1F)[C@H]1[C@@H](N[C@]([C@H]1C)(C(F)(F)F)C)C#N)OC |r| rac-(2r,3s,4s,5r)-3-(3,4-difluoro-2-methoxyphenyl)-4,5-dimethyl-5-(trifluoromethyl)pyrrolidine-2-carbonitrile